1H-pyrazole-5-carbaldehyde N1N=CC=C1C=O